3-(6-Fluoro-5-(1-(3-methyl-6-nitro-1H-indole-2-carbonyl)piperidin-4-yl)-1-oxoisoindolin-2-yl)piperidine-2,6-dione FC1=C(C=C2CN(C(C2=C1)=O)C1C(NC(CC1)=O)=O)C1CCN(CC1)C(=O)C=1NC2=CC(=CC=C2C1C)[N+](=O)[O-]